O=C1C(=CNC(=C1)C(F)(F)F)[C@H]1CN2[C@H](CO1)CN(CC2)C(=O)C=2C(=C(C=C(C2)F)C=2C=C(NC2)C#N)Cl 4-[3-[(3S,9aS)-3-[4-Oxo-6-(trifluoromethyl)-1H-pyridin-3-yl]-3,4,6,7,9,9a-hexahydro-1H-pyrazino[2,1-c][1,4]oxazin-8-carbonyl]-2-chloro-5-fluorophenyl]-1H-pyrrol-2-carbonitril